ClC1=CC2=C(N(C=N2)CCCC(F)(F)F)C=C1 5-chloro-1-(4,4,4-trifluorobutyl)benzimidazol